5-nitro-6-(thiophene-3-yl)-1H-indazole [N+](=O)([O-])C=1C=C2C=NNC2=CC1C1=CSC=C1